2-methoxycyclohexan-1-one COC1C(CCCC1)=O